3-(1-ethyl-4-methyl-1H-pyrazol-5-yl)benzoic acid C(C)N1N=CC(=C1C=1C=C(C(=O)O)C=CC1)C